3-{1-[3-(Difluoromethyl)-5-(trifluoromethyl)benzamido]ethyl}pyrazin FC(C=1C=C(C(=O)NC(C)C=2C=NC=CN2)C=C(C1)C(F)(F)F)F